BrC=1C=C(C=CC1)N1C2=NC=NC(=C2N=C1)N 9-(3-bromophenyl)adenine